ClC1=C(C=C(C=C1)NC1=NC=2N(C(=C1)NC1CC1)N=CC2C#N)C[S@](=O)C |r| (±)-5-(4-chloro-3-(methylsulfinylmethyl)phenylamino)-7-(cyclopropylamino)pyrazolo[1,5-a]pyrimidine-3-carbonitrile